C(C)OC1=CC=C(C=C1)CCOCC(C(=O)O)N1CCN(CCN(CCN(CC1)CC(=O)O)CC(=O)O)CC(=O)O 3-[2-(4-ethoxyphenyl)ethoxy]-2-[4,7,10-tris(carboxymethyl)-1,4,7,10-tetraazacyclododecan-1-yl]propanoic acid